5-fluoromethyl-5-{4-[4-(5-methylpyridin-2-yloxy)piperidine-1-carbonyl]phenyl}imidazolidine-2,4-dione FCC1(C(NC(N1)=O)=O)C1=CC=C(C=C1)C(=O)N1CCC(CC1)OC1=NC=C(C=C1)C